C=1C=NC(N2C1C1=CC=CC=C1C=C2)=O 4H-pyrimido[6,1-a]isoquinolin-4-one